(2-(tert-butoxycarbonyl)-2,7-diazaspiro[3.5]non-7-yl)picolinic acid C(C)(C)(C)OC(=O)N1CC2(C1)CCN(CC2)C=2C(=NC=CC2)C(=O)O